N-[(1R,3R)-3-aminocyclopentyl]2-(1-phenyl-1H-pyrazol-4-yl)-1,3-thiazole-4-carboxamide N[C@H]1C[C@@H](CC1)NC(=O)C=1N=C(SC1)C=1C=NN(C1)C1=CC=CC=C1